2-bromo-1-chloro-4-fluoro-2-iodobenzene BrC1(C(C=CC(=C1)F)Cl)I